di-tert-butylphosphate potassium salt [K+].C(C)(C)(C)OP(=O)(OC(C)(C)C)[O-]